C12(CCC(CC1)C2)[Si](OC)(OC)CC(C)C norbornyl-isobutyl-dimethoxysilane